cis-tert-butyl-2-(4-aminophenyl)-2,3,4,4a,5,6,7,7a-octahydro-1H-cyclopenta[b]pyridine-3-carboxylate C(C)(C)(C)OC(=O)C1CC2C(NC1C1=CC=C(C=C1)N)CCC2